3-(trifluoromethyl)-phenylisothiocyanate FC(C=1C=C(C=CC1)N=C=S)(F)F